C(C)N[C@@H](CC1=CC=CC=C1)C(=O)O |r| racemic-ethyl-phenylalanine